2-([(2E)-3-CHLOROPROP-2-EN-1-YL]AMINO)ACETIC ACID Cl/C=C/CNCC(=O)O